3-bromo-2,2-dimethyl-7-morpholinochroman BrC1C(OC2=CC(=CC=C2C1)N1CCOCC1)(C)C